4-(5-chloro-7-bicyclo[4.2.0]oct-1(6),2,4-trienylidene)-2-(2-methylpyrazol-3-yl)oxazol-5-one ClC1=CC=CC=2CC(C12)=C1N=C(OC1=O)C=1N(N=CC1)C